benzyl-(CIS)-3-amino-2-((((CIS)-4-phenylcyclohexyl)oxy)methyl)pyrrolidine C(C1=CC=CC=C1)N1[C@H]([C@H](CC1)N)CO[C@@H]1CC[C@@H](CC1)C1=CC=CC=C1